3-hydroxy-4-(phenylcarbonyl)phenolate OC=1C=C(C=CC1C(=O)C1=CC=CC=C1)[O-]